C1(=CC=CC=C1)CCCN1N=NC(=C1)CN1N=NN=C1 1-((1-(3-phenylpropyl)-1H-1,2,3-triazol-4-yl)methyl)-1H-tetrazole